ClC1=CC=C(S1)CNC1=CC(=NN1C(C(C)(C)C)=O)C1CCN(CC1)CC1=NC(=CC=C1)C 1-(5-{[(5-Chlorothiophen-2-yl)methyl]amino}-3-{1-[(6-methylpyridin-2-yl)methyl]piperidin-4-yl}-1H-pyrazol-1-yl)-2,2-dimethylpropan-1-on